CS(=O)(=O)[C@H]1CNCC1 (R)-3-(methylsulfonyl)pyrrolidin